ClC=1C=CC2=C(N(CN(S2(=O)=O)[C@@H]([C@H](C)C2=C(C(=CC=C2F)C)C)C2=NNC(O2)=O)CC(F)F)N1 5-[(1S,2R)-1-[6-chloro-4-(2,2-difluoroethyl)-1,1-dioxo-3H-pyrido[2,3-e][1,2,4]thiadiazin-2-yl]-2-(6-fluoro-2,3-dimethyl-phenyl)propyl]-3H-1,3,4-oxadiazol-2-one